2-(dimethoxymethyl)-naphthalene COC(C1=CC2=CC=CC=C2C=C1)OC